2-chloro-N-(2-(ethylamino)-5-(piperidin-1-yl)benzyl)-N-(furan-2-ylmethyl)benzamide ClC1=C(C(=O)N(CC=2OC=CC2)CC2=C(C=CC(=C2)N2CCCCC2)NCC)C=CC=C1